6-(5-amino-4-fluoro-6-(trifluoromethyl)pyridin-2-yl)-N2,N4-bis((R)-1,1,1-trifluoroprop-2-yl)-1,3,5-triazine-2,4-diamine NC=1C(=CC(=NC1C(F)(F)F)C1=NC(=NC(=N1)N[C@@H](C(F)(F)F)C)N[C@@H](C(F)(F)F)C)F